7-methyl-3,4-dihydro-2H-benzo[e][1,2]thiazine 1,1-dioxide CC1=CC2=C(CCNS2(=O)=O)C=C1